6-methyl-2-(methylsulfanyl)pyrimidin-4-amine CC1=CC(=NC(=N1)SC)N